CNCCCN1C=2C=CC=CC2C=2C1=NC=1CCCCC1C2N 6-(3-(methylamino)propyl)-2,3,4,6-tetrahydro-1H-indolo[2,3-b]quinoline-11-amine